n-(Fluoroacetyl)phenylalanine C1=CC=C(C=C1)CC(C(=O)O)NC(=O)CF